methyl 4-(4-(2-chloro-5-fluorophenoxy)piperidin-1-yl)-2-methoxybenzoate Methyl-4-bromo-2-methoxybenzoate COC(C1=C(C=C(C=C1)Br)OC)=O.ClC1=C(OC2CCN(CC2)C2=CC(=C(C(=O)OC)C=C2)OC)C=C(C=C1)F